CC1=CC=C(C=C1)S(=O)(=O)O.NC/C(/COC1=CC2=C(N=C(O2)NCC=2C(=NC=CC2)C)C=C1)=C/F (Z)-6-((2-(amino-methyl)-3-fluoro-allyl)oxy)-N-((2-methylpyridin-3-yl)methyl)benzo-[d]oxazol-2-amine 4-methylbenzene-sulfonate